FC1=C(C=CC(=C1)F)C1(CC2(CC(C2)NC(OC(C)(C)C)=O)C1)O tert-butyl (6-(2,4-difluorophenyl)-6-hydroxyspiro[3.3]heptan-2-yl)carbamate